C(C1=CC=CC=C1)N1C2=C(SCC1)C=CC(=C2)C(C(=O)[O-])N=C(C2=CC=CC=C2)C2=CC=CC=C2 4-benzyl-3,4-dihydro-2H-benzo[b][1,4]thiazin-6-yl-2-((diphenylmethylene)amino)acetate